CC1(COC1)NC=1N=CC(=NC1)NC1=NC=NC(=C1)NC1=NC=CC=C1S(=O)(=O)C N4-(5-(3-methyloxetan-3-ylamino)pyrazin-2-yl)-N6-(3-(methyl-sulfonyl)pyridin-2-yl)pyrimidine-4,6-diamine